N-(2-((R)-4-Cyanothiazolidin-3-yl)-2-oxoethyl)-6-((3R*,4R*)-3,4-dimethylpyrrolidin-1-yl)quinoline-4-carboxamide C(#N)[C@H]1N(CSC1)C(CNC(=O)C1=CC=NC2=CC=C(C=C12)N1C[C@@H]([C@H](C1)C)C)=O |o1:24,25|